Cl.C1N(C[C@@H]2[C@H]1CNC2)C2=CC=C(C=N2)C=2C=1N(C=C(C2)OCC(C)(C)O)N=CC1C#N 4-(6-((3aR,6aS)-hexahydropyrrolo[3,4-c]pyrrol-2(1H)-yl)pyridin-3-yl)-6-(2-hydroxy-2-methylpropoxy)pyrazolo[1,5-a]pyridine-3-carbonitrile hydrochloride